7-(piperazine-1-sulfonyl)-2,7-diazepine N1(CCNCC1)S(=O)(=O)N1C=CC=CN=C1